methyl 2-(4-cyclopropoxy-1-oxo-6-(trifluoromethyl)phthalazin-2(1H)-yl)acetate C1(CC1)OC1=NN(C(C2=CC=C(C=C12)C(F)(F)F)=O)CC(=O)OC